N-(7-carboxyheptyl)-4-(dimethylamino)butyramide tert-butyl-3-(2,3-dichloro-6-fluorophenyl)-3-{1'-methyl-2'-oxospiro[cyclopropane-1,3'-indol]-6'-ylamino}pyrrolidine-1-carboxylate C(C)(C)(C)OC(=O)N1CC(CC1)(NC1=CC=C2C3(C(N(C2=C1)C)=O)CC3)C3=C(C(=CC=C3F)Cl)Cl.C(=O)(O)CCCCCCCNC(CCCN(C)C)=O